N1C(=O)N=C(N)C=C1 anti-cytosine